C(C)(C)(C)OC(=O)N1C2CN(CC1CC2)C2=C(C(=NC=C2F)NCC2=CC=C(C=C2)OC)[N+](=O)[O-] 3-(5-fluoro-2-((4-methoxybenzyl)amino)-3-nitropyridin-4-yl)-3,8-diazabicyclo[3.2.1]octane-8-carboxylic acid tert-butyl ester